N=1C=CN2C1CNCC2 6,8-dihydroimidazo[1,2-a]pyrazine